C(C)(C)(C)NC=1C2=C(N=C(N1)C1=CC(=NC=C1)N)C=NC=C2 4-[4-(tert-butylamino)pyrido[3,4-d]pyrimidin-2-yl]pyridin-2-amine